6-(pyridin-3-ylmethoxy)pyridin-3-amine N1=CC(=CC=C1)COC1=CC=C(C=N1)N